2-{3-chloro-5H,6H,7H-pyrrolo[2,3-C]pyridazin-7-yl}-1,3-thiazole-4-carboxylic acid ethyl ester C(C)OC(=O)C=1N=C(SC1)N1CCC2=C1N=NC(=C2)Cl